2-[[3-(4-methylpiperazine-1-yl)propyl]diethoxysilyl]styrene CN1CCN(CC1)CCC[Si](C1=C(C=C)C=CC=C1)(OCC)OCC